ClC1=C2C(=NC=C1C#N)N(C=C2)COCC[Si](C)(C)C 4-chloro-1-((2-(trimethylsilyl)ethoxy)methyl)-1H-pyrrolo[2,3-b]pyridine-5-carbonitrile